CC1(C2CC=C(C1C2)CCC=O)C 6,6-Dimethyl-2-norpinene-2-propanal